C1(CCC1)N(C(OC(C)(C)C)=O)[C@H]1CN(CC1)C=1N=NC(=CC1)C1=C(C=C(C(=C1)F)C1=CN=NC(=C1)OC)OCOC tertbutyl N-cyclobutyl-N-[(3R)-1-{6-[5-fluoro-2-(methoxymethoxy)-4-(6-methoxypyridazin-4-yl)phenyl]pyridazin-3-yl}pyrrolidin-3-yl]carbamate